OCC1OCCC(C1O)(O)OC (hydroxymethyl)-4-methoxytetrahydro-2H-pyran-3,4-diol